5-(2-methyldecahydronaphthalene-2-yloxycarbonyl)-bicyclo[2.2.1]hept-2-ene CC1(CC2CCCCC2CC1)OC(=O)C1C2C=CC(C1)C2